Cl.N1=C(C=CC=C1)C(N)=N picolinimidoamide hydrochloride